(R)-2-(1-(2-(1-hydroxyethyl)imidazo[4,5-d]pyrrolo[2,3-b]pyridine-1(6H)-yl)piperidin-4-yl)-2-methyl-propionitrile O[C@H](C)C1=NC=2C(=C3C(=NC2)NC=C3)N1N1CCC(CC1)C(C#N)(C)C